(S)-N-(3-(1-((1-methyl-1H-pyrazolo[3,4-b]pyrazin-6-yl)amino)ethyl)phenyl)-3-(methylthio)benzamide CN1N=CC=2C1=NC(=CN2)N[C@@H](C)C=2C=C(C=CC2)NC(C2=CC(=CC=C2)SC)=O